6-((2,6-dimethyl-pyrimidin-4-yl)amino)-N-ethoxy-4-((4-ethyl-5-fluoro-2-(N-methyl-methanesulfonamido)phenyl)amino)nicotinamide CC1=NC(=CC(=N1)NC1=NC=C(C(=O)NOCC)C(=C1)NC1=C(C=C(C(=C1)F)CC)N(S(=O)(=O)C)C)C